ClC1=CC=C(C=C1)C=1[Se][C@H](CC(N1)=O)C1=CC=CC=C1 (R)-2-(4-Chlorophenyl)-6-phenyl-5,6-dihydro-4H-1,3-selenazin-4-one